Ethyl 6-(4-((2-(4-(trifluoromethoxy)phenyl)-1H-benzo[d]imidazol-1-yl)methyl)phenoxy)hexanoate FC(OC1=CC=C(C=C1)C1=NC2=C(N1CC1=CC=C(OCCCCCC(=O)OCC)C=C1)C=CC=C2)(F)F